ClC=1C(=CC(=NC1)NC1CCCCC1)C=1C=C2N(C[C@@H](N(C2=O)CC2=C(C=CC(=C2)F)CO)COC)C1 (R)-7-(5-chloro-2-(cyclohexylamino)pyridin-4-yl)-2-(5-fluoro-2-(hydroxymethyl)benzyl)-3-(methoxymethyl)-3,4-dihydropyrrolo[1,2-a]pyrazine-1(2H)-one